(2s,4s)-N2-(3-chloro-4-fluorophenyl)-N2-methyl-1-[6-methyl-4-(trifluoromethyl)pyridin-2-yl]-N4-[(1s,3r)-3-hydroxycyclobutyl]Pyrrolidine-2,4-dicarboxamide ClC=1C=C(C=CC1F)N(C(=O)[C@H]1N(C[C@H](C1)C(=O)NC1CC(C1)O)C1=NC(=CC(=C1)C(F)(F)F)C)C